diisopropylmethylene(cyclopentadienyl)(fluorenyl)hafnium dichloride [Cl-].[Cl-].C(C)(C)C(C(C)C)=[Hf+2](C1=CC=CC=2C3=CC=CC=C3CC12)C1C=CC=C1